3-[2-[4-(8-chloro-3-hydroxy-4-oxo-chromen-2-yl)phenoxy]ethoxy]cyclobutanecarboxylic acid ClC=1C=CC=C2C(C(=C(OC12)C1=CC=C(OCCOC2CC(C2)C(=O)O)C=C1)O)=O